ClC1=CC=C(C(=N1)OC)CO (6-Chloro-2-methoxypyridin-3-yl)methanol